C12CN(CC(C1)C2)CCCCN2C(C(=CC=C2C(F)(F)F)C(=O)O)=O 1-(4-{3-azabicyclo[3.1.1]heptan-3-yl}butyl)-2-oxo-6-(trifluoromethyl)-1,2-dihydropyridine-3-carboxylic acid